(5S,5aR)-5-methyl-3-(trifluoromethyl)-5a,6,8,9-tetrahydropyrido[3',2':4,5]pyrrolo[1,2-a]pyrazin C[C@H]1C2=C(N3[C@H]1CNCC3)N=CC(=C2)C(F)(F)F